(8-ethyl-7-fluoro-3-(methoxymethoxy)naphthalen-1-yl)-4-oxotetrahydro-2H-pyran-3-carboxylic acid methyl ester COC(=O)C1C(OCCC1=O)C1=CC(=CC2=CC=C(C(=C12)CC)F)OCOC